BrC=1C=C(C=CC1)C(CCC1=CC=CC=C1)O 1-(3-bromophenyl)-3-phenylpropan-1-ol